COC=1C=C(CNC(C(=O)[C@H]2N(CCC2)C(CNC(=O)C2=CC=NC3=CC=CC=C23)=O)=O)C=CC1OC (S)-N-(2-(2-(2-((3,4-Dimethoxybenzyl)amino)-2-oxoacetyl)pyrrolidin-1-yl)-2-oxoethyl)quinoline-4-carboxamide